2-cyclopropyl-5-(3-cyclopropyl-phenoxy)-N-[2-(2,4-dichlorophenyl)-2-fluoro-ethyl]pyridine-4-carboxamide C1(CC1)C1=NC=C(C(=C1)C(=O)NCC(F)C1=C(C=C(C=C1)Cl)Cl)OC1=CC(=CC=C1)C1CC1